7-[4-(4-hydroxyphenyl)piperidin-1-yl]-4-methyl-1-{[2-(trimethylsilyl)ethoxy]methyl}-1H-indazole-3-carbonitrile OC1=CC=C(C=C1)C1CCN(CC1)C=1C=CC(=C2C(=NN(C12)COCC[Si](C)(C)C)C#N)C